(S or R)-5-(2-(3-(5-(tert-butyl)-1H-imidazol-2-yl)-3-(2-(5-fluorothiophen-2-yl)ethyl) pyrrolidin-1-yl)propan-2-yl)-2-methylpyridinecitrate C(C)(C)(C)C1=CN=C(N1)C1(CN(CC1)C(C)(C)C=1C=C[C@](NC1)(C(C(CC(=O)[O-])(O)C(=O)[O-])C(=O)[O-])C)CCC=1SC(=CC1)F |o1:20|